FC=1C=C(C=CC1OC)S(=O)(=O)N1CC(OCC1)C1=C(SC2=C1C=CC=C2)C(=O)N [4-(3-Fluoro-4-methoxy-phenyl)-sulfonylmorpholin-2-yl]benzothiophen-2-carboxamid